CS(=O)(=O)C1=CC=C(C=C1)[C@@H](C1CCN(CC1)C(=O)C=1C=CC2=C(NC(CO2)=O)C1)C1=CC=CC=C1 6-[4-[(S)-(4-methylsulfonylphenyl)-phenyl-methyl]piperidine-1-carbonyl]-4H-1,4-benzoxazin-3-one